C1=CC=C2C(=C1)C=CC3=C2C=CC4=C3C=CC=C4N aminochrysene